C(C)(C)(C)[S@@](=O)N([C@H](C(F)(F)F)C1=CC=C(C=C1)C1(CC(C2=C1C=NC=1N2N=C(C1)F)(C)C)C(=O)O)C 6-(4-((S)-1-(((R)-tert-butylsulfinyl)(methyl)amino)-2,2,2-trifluoroethyl)phenyl)-2-fluoro-8,8-dimethyl-7,8-dihydro-6H-cyclopenta[e]pyrazolo[1,5-a]pyrimidine-6-carboxylic acid